4-chloro-2-fluoro-6-[3-fluoro-2-(trideuteriomethoxy)-4-(trifluoromethoxy)phenoxy]-3-(trideuteriomethyl)benzoic acid ClC1=C(C(=C(C(=O)O)C(=C1)OC1=C(C(=C(C=C1)OC(F)(F)F)F)OC([2H])([2H])[2H])F)C([2H])([2H])[2H]